9-Cyanospiro[2,5-dihydropyrido[3,4-f][1,4]oxazepine-3,1'-Cyclopropane]-4-carboxylic acid tert-butyl ester C(C)(C)(C)OC(=O)N1CC2=C(OCC13CC3)C(=CN=C2)C#N